C(C)(C)(C)OC(=O)N1CCC2(CCC=3C(=C4C(N(CC4=CC3)C3C(NC(CC3)=O)=O)=O)O2)CC1 8'-(2,6-dioxopiperidin-3-yl)-9'-oxo-4',7',8',9'-tetrahydro-3'H-spiro[piperidin-4,2'-pyrano[2,3-e]isoindole]-1-carboxylic acid tert-butyl ester